CCOS(=O)(=O)C The molecule is a methanesulfonate ester resulting from the formal condensation of methanesulfonic acid with ethanol. It has a role as an alkylating agent, an antineoplastic agent, a carcinogenic agent, a genotoxin, a mutagen and a teratogenic agent.